C1(=CCCCC1)C1=CC=CC2=C1C(=NO2)N(S(=O)(=O)C2=C(C=CC(=C2)CC)OC)CC2=C(C=C(C=C2)OC)OC N-(4-(Cyclohex-1-en-1-yl)benzo[d]isoxazol-3-yl)-N-(2,4-dimethoxybenzyl)-5-ethyl-2-methoxybenzenesulfonamide